1-Benzhydrylazetidin-3-yl (E)-3-(1-(3,5-bis(trifluoromethyl)benzyl)-1H-pyrrolo[2,3-b]pyridin-3-yl)-2-cyanoacrylate FC(C=1C=C(CN2C=C(C=3C2=NC=CC3)/C=C(/C(=O)OC3CN(C3)C(C3=CC=CC=C3)C3=CC=CC=C3)\C#N)C=C(C1)C(F)(F)F)(F)F